(S)-2-(3-fluoro-5-(2-hydroxypropan-2-yl)-2-methoxyphenyl)-2-((R)-3-((5-(5,6,7,8-tetrahydro-1,8-naphthyridin-2-yl)pentyl)oxy)pyrrolidin-1-yl)acetic acid FC=1C(=C(C=C(C1)C(C)(C)O)[C@@H](C(=O)O)N1C[C@@H](CC1)OCCCCCC1=NC=2NCCCC2C=C1)OC